C1(CC1)C1=CC(=NN1)NC1=NC(=NC=C1)N1C2CC(C1)(C2)CO [2-[4-[(5-Cyclopropyl-1H-pyrazol-3-yl)amino]pyrimidin-2-yl]-2-azabicyclo[2.1.1]hexan-4-yl]methanol